rel-1-methyl-N-{2-[(2R)-1-methylpiperidin-2-yl]imidazo[1,2-a]pyridin-6-yl}-1H-indazole-5-carboxamide CN1N=CC2=CC(=CC=C12)C(=O)NC=1C=CC=2N(C1)C=C(N2)[C@@H]2N(CCCC2)C |o1:22|